C1(CCCC1)NC(C1=C(C=CC=C1)S(NCC(=O)NC1=CC=C(C=C1)O)(=O)=O)=O N-Cyclopentyl-2-[[2-(4-hydroxyanilino)-2-oxo-ethyl]sulfamoyl]benzamide